C(C)(C)(C)[Si](OCC1(CCOCC1)CN1N=C(C=2C=NC(=CC21)Cl)C#CC2CCN(CC2)C)(C)C 1-((4-(((tert-butyldimethyl-silyl)oxy)methyl)tetrahydro-2H-pyran-4-yl)methyl)-6-chloro-3-((1-methylpiperidin-4-yl)ethynyl)-1H-pyrazolo[4,3-c]pyridine